C1(CC1)C1=NC=C(C=N1)C=1C=CC=C2C=C(N(C(C12)=O)C1=CC=CC=C1)[C@H](C)NC1=NC=NC2=CC=C(C=C12)C#N (S)-4-((1-(8-(2-cyclopropylpyrimidin-5-yl)-1-oxo-2-phenyl-1,2-dihydroisoquinolin-3-yl)ethyl)amino)quinazoline-6-carbonitrile